FC1CC(OC1)OP(OC)(O)=S 4-fluorotetrahydrofuran-2-yl-(methyl)phosphorothioic acid